Pyridinium dihydrogen phosphate P(=O)(O)(O)[O-].[NH+]1=CC=CC=C1